(R)-6-(bis(3-chlorophenyl)methyl)-11-hydroxy-5H-imidazo[2',1':3,4]pyrazino[1,2-b]pyridazin-10(6H)-one ClC=1C=C(C=CC1)C([C@@H]1CN2C(C=3N1N=CC(C3O)=O)=NC=C2)C2=CC(=CC=C2)Cl